oxo-6'-(pyrimidin-5-yl)-1',4'-dihydro-2'H-spiro[pyrrolidine-3,3'-quinoline]-1-carbonitrile O=C1NC2=CC=C(C=C2CC12CN(CC2)C#N)C=2C=NC=NC2